CC(C)=C1C=CC=C1 5-(1-methylethylidene)-1,3-cyclopentadiene